C1=CC=C2C(=C1)C=CC(=C2C(=O)O)O HydroxyNaphthoic Acid